C1(CC1)C=1C(=NN2C1N=C(C=C2C=2C=NNC2)N2CC1=CC=CC=C1C2)C(=O)NC2=CC=C(C=C2)OC cyclopropyl-5-(isoindolin-2-yl)-N-(4-methoxyphenyl)-7-(1H-pyrazol-4-yl)pyrazolo[1,5-a]pyrimidine-2-carboxamide